hexacosamethylcyclotridecasiloxane C[Si]1(O[Si](O[Si](O[Si](O[Si](O[Si](O[Si](O[Si](O[Si](O[Si](O[Si](O[Si](O[Si](O1)(C)C)(C)C)(C)C)(C)C)(C)C)(C)C)(C)C)(C)C)(C)C)(C)C)(C)C)(C)C)C